O1C(=NC2=C1C=CC=C2)SCCCCOC2=CC=C(C=C2)C(C=CC2=CC=C(C=C2)C)=O 1-(4-(4-(benzo[d]oxazol-2-yl-thio)butoxy)phenyl)-3-(4-tolyl)-2-propen-1-one